COC1=C(C=CC=C1)[C@@H](CCC1=CC=CC=C1)O (R)-1-(2-methoxyphenyl)-3-phenyl-1-propanol